2,2,2-trichloroethyl (E)-(1-(6-methyl-4,8-dioxo-1,3,6,2-dioxazaborocan-2-yl)tridec-2-en-1-yl)sulfamate CN1CC(OB(OC(C1)=O)C(\C=C\CCCCCCCCCC)NS(OCC(Cl)(Cl)Cl)(=O)=O)=O